O=C1NC(=NC2=CC=CC=C12)NC1=NC=CC(=C1)N1CCN(CC1)C(=O)OC(C)(C)C tert-butyl 4-(2-((4-oxo-3,4-dihydroquinazolin-2-yl)amino)pyridin-4-yl)piperazine-1-carboxylate